ClC1=NC=C(C(=C1)C1=C(C=NC(=C1)C)C(=O)NC=1SC(=NN1)CC(=O)N(C)C)OC 2'-chloro-N-(5-(2-(dimethylamino)-2-oxoethyl)-1,3,4-thiadiazol-2-yl)-5'-methoxy-6-methyl-[4,4'-bipyridine]-3-carboxamide